C12N(CC(NC1)CC2)C=2C1=C(N=C(N2)OC[C@@]23CCCN3C[C@H](C2)F)C(=C(N=C1)C1=CC(=CC2=CC=C(C(=C12)CC)F)O)F 4-(4-(2,5-Diazabicyclo[2.2.2]octan-2-yl)-8-fluoro-2-(((2S,7aR)-2-fluorotetrahydro-1H-pyrrolizin-7a(5H)-yl)methoxy)pyrido[4,3-d]pyrimidin-7-yl)-5-ethyl-6-fluoronaphthalen-2-ol